OC1(C(=O)O)CC(=CC(=C1)O)O 1,3,5-trihydroxybenzoic acid